O1N=C(C=C1)NC=1SC(=CN1)C(=O)NC1=C2C=NNC2=CC=C1C 2-(Isoxazol-3-ylamino)-N-(5-methyl-1H-indazol-4-yl)thiazole-5-carboxamide